OB1OCC2=C1C(=C(C=C2)C(=O)N[C@@H](C(C)C)C(=O)OCC2=CC=C(C=C2)S(=O)(=O)N2CCN(CC2)C)C 4-((4-methylpiperazin-1-yl)sulfonyl)benzyl (1-hydroxy-7-methyl-1,3-dihydrobenzo[c][1,2]oxaborole-6-carbonyl)-L-valinate